CC1(OB(OC1(C)C)C=1C=NC=C(C(=O)N)C1)C 5-(4,4,5,5-tetramethyl-1,3,2-dioxaborolan-2-yl)nicotinamide